C(#N)C=C1C(C=CC=C1)/C(/C#N)=N/[H] (Z)-cyanomethyleneimino(phenyl)acetonitrile